(6-nitro-1H-benzimidazol-2-yl)phenol [N+](=O)([O-])C=1C=CC2=C(NC(=N2)C2=C(C=CC=C2)O)C1